α-L-glucopyranuronic acid O[C@H]1[C@@H](O)[C@H](O)[C@@H](O)[C@@H](O1)C(=O)O